N-(2-(1-(1H-indol-3-yl)-7-methoxy-2,3-dihydro-1H-pyrrolo[1,2-a]indol-9-yl)ethyl)acrylamide N1C=C(C2=CC=CC=C12)C1CCN2C1=C(C=1C=C(C=CC21)OC)CCNC(C=C)=O